3-chloro-2-fluoro-N-(6-methoxypyridin-3-yl)-4-(trifluoromethyl)benzamide ClC=1C(=C(C(=O)NC=2C=NC(=CC2)OC)C=CC1C(F)(F)F)F